1,3,5-Triisobutyl-4-hydroxy-pyrazol C(C(C)C)N1N=C(C(=C1CC(C)C)O)CC(C)C